3,6-di(1-propynyl)-9-fluorenylmethanol C(#CC)C=1C=CC=2C(C3=CC=C(C=C3C2C1)C#CC)CO